1-(4-(((6-amino-5-(4-fluorophenyl)pyrimidin-4-yl)amino)methyl)piperidin-1-yl)prop-2-en-1-one NC1=C(C(=NC=N1)NCC1CCN(CC1)C(C=C)=O)C1=CC=C(C=C1)F